ClC=1C(=CC(=C(C(=O)NC2=CC(=NC=C2)[S@](=O)(=N)C)C1)OC=1C(=NC(=CC1)F)C)C(F)(F)F (S)-5-chloro-2-((6-fluoro-2-methylpyridin-3-yl)oxy)-N-(2-(S-methylsulfonimidoyl)pyridin-4-yl)-4-(trifluoromethyl)benzamide